COC(C1=C(C=C(C(=C1)C1=NN=C(N1)COC)C)C(C)C)=O isopropyl-5-(5-(methoxymethyl)-4H-1,2,4-triazol-3-yl)-4-methylbenzoic acid methyl ester